({4-[(3S)-3-aminopyrrolidin-1-yl]-5-[(4,4-difluorocyclohexyl)carbamoyl]-3-(3,5-difluorophenyl)pyridin-2-yl}oxy)acetic acid ethyl ester C(C)OC(COC1=NC=C(C(=C1C1=CC(=CC(=C1)F)F)N1C[C@H](CC1)N)C(NC1CCC(CC1)(F)F)=O)=O